C(C=C)[C@@H]1CC=2C(=NC3=CC(=CC=C3C2)CC[C@@H]2[C@H]([C@H]([C@@H](C2)N2C=CC3=C2N=CN=C3N)O)O)N1 (1S,2R,3S,5R)-3-(2-((R)-2-allyl-2,3-dihydro-1H-pyrrolo[2,3-b]quinolin-7-yl)ethyl)-5-(4-amino-7H-pyrrolo[2,3-d]pyrimidin-7-yl)cyclopentane-1,2-diol